NC=1SC2=C(C1C#N)C(=C(C=C2)F)C=2C1=C(C=3C(=NC(=NC3C2F)OC[C@@H]2OCCOC2)N2C3CNCC2CC3)COC1 2-Amino-4-[1-(3,8-diazabicyclo[3.2.1]octan-8-yl)-3-[[(2R)-1,4-dioxan-2-yl]methoxy]-5-fluoro-7,9-dihydrofuro[3,4-f]quinazolin-6-yl]-5-fluoro-benzothiophene-3-carbonitrile